CC1=CC(=NN1)NC1=CC=2N(C(=N1)N[C@@H]1CC[C@H](CC1)CC#N)C=CN2 Trans-2-[4-[(7-[(5-methyl-1H-pyrazol-3-yl)amino]imidazo[1,2-c]pyrimidin-5-yl)amino]cyclohexyl]acetonitrile